C1NCN2C1=CNCC2 hexahydroimidazo[1,5-a]pyrazin